CC1=CC(=C=C1)CCC 1-methyl-3-propylcyclopentene-1,3-diene